N1=CN=CN=C1 (E)-1,3,5-triazine